ClC=1C=C(C=C(C1)NS(=O)(=O)C)NC(=O)C=1SC(=C(C1)C1=NC=C(C=C1C)N1CCC(CC1)(F)F)C N-(3-chloro-5-(methylsulfonamido)phenyl)-4-(5-(4,4-difluoropiperidin-1-yl)-3-methylpyridin-2-yl)-5-methylthiophene-2-carboxamide